2-Methylpropanoic acid [(3S,6S,7R,8R)-8-benzyl-3-[[3-(1,3-benzodioxol-5-ylmethoxy)-4-methoxypyridine-2-carbonyl] amino]-6-methyl-4,9-dioxo-1,5-dioxononan-7-yl] ester C(C1=CC=CC=C1)[C@H]([C@H]([C@@H](C(C([C@H](CC=O)NC(=O)C1=NC=CC(=C1OCC1=CC2=C(OCO2)C=C1)OC)=O)=O)C)OC(C(C)C)=O)C=O